C(=CC)C1=C(OC2=CC=C(C(=O)C3=CC=C(C=C3)OC3=C(C=CC=C3)C=CC)C=C2)C=CC=C1 4,4'-bis(ortho-propenylphenoxy)benzophenone